4-(2-methylpyridin-4-amido)benzoic acid CC1=NC=CC(=C1)C(=O)NC1=CC=C(C(=O)O)C=C1